ClC=1C=C(C=CC1)N1N=C(C=C1C1=CC(=CC=C1)OC)COC(C(=O)O)(C)C 2-([1-(3-chlorophenyl)-5-(3-methoxy-phenyl)-1H-pyrazol-3-yl]methoxy)-2-methylpropanoic acid